O=C1C2C3CNC(CC3N1)C2 oxooctahydro-6H-3,6-methanopyrrolo[3,2-c]pyridine